tert-butyl ((cis)-3-(3-fluorophenoxy) cyclobutyl)carbamate FC=1C=C(O[C@H]2C[C@H](C2)NC(OC(C)(C)C)=O)C=CC1